O1N=C(C=C1)NC(=O)N1CCC(CC1)C(C)(C)S(=O)(=O)C1=CC(=NN1C)C(F)(F)F N-(isoxazol-3-yl)-4-(2-((1-methyl-3-(trifluoro-methyl)-1H-pyrazol-5-yl)sulfonyl)propan-2-yl)piperidine-1-carboxamide